1,8-diazaundecene N=CCCCCCNCCC